3,3'-dimethyl-dihydroxybenzophenone CC=1C(=C(C(=O)C2=CC(=CC=C2)C)C=CC1O)O